[3-[4-(4-Chloro-2-methylsulfonyl-phenyl)phenyl]azetidin-1-yl]-(3-hydroxyazetidin-1-yl)methanone ClC1=CC(=C(C=C1)C1=CC=C(C=C1)C1CN(C1)C(=O)N1CC(C1)O)S(=O)(=O)C